FC1=CC=C(C=C1)C=1SC(=CN1)C1(CC1)C(=O)N1[C@@H](CCC1)C(=O)N[C@H](C#C)CC(=O)N (2S)-1-[1-[2-(4-Fluorophenyl)thiazol-5-yl]cyclopropanecarbonyl]-N-[(1S)-1-(2-amino-2-oxo-ethyl)prop-2-ynyl]pyrrolidine-2-carboxamide